benzonitrile ethyl-4'-cyano-6-((tert-butoxycarbonyl)oxy)-[1,1'-biphenyl]-2-carboxylate C(C)OC(=O)C=1C(=C(C=CC1)OC(=O)OC(C)(C)C)C1=CC=C(C=C1)C#N.C(C1=CC=CC=C1)#N